(S)-3-((4-nitro-1H-pyrazol-1-yl)(phenyl)methyl)azetidine-1-carboxylic acid tert-butyl ester C(C)(C)(C)OC(=O)N1CC(C1)[C@@H](C1=CC=CC=C1)N1N=CC(=C1)[N+](=O)[O-]